CC1CCN(CC1)CC=1C=CC=NC1 5-((4-methylpiperidin-1-yl)methyl)pyridin